FC1(CN(CCC1COS(=O)(=O)C)C(=O)OC(C)(C)C)F tert-Butyl 3,3-difluoro-4-(((methylsulfonyl)oxy)methyl)piperidine-1-carboxylate